C(CCC)C=1N=NN(C1)C\C=C/1\[C@@H]2CC[C@@H]([C@]2(CCC1)C)[C@@H](CCCC(C)(O)C)C (R)-6-{(1R,3aS,7aR,E)-4-[2-(4-Butyl-1H-1,2,3-triazol-1-yl)ethylidene]-7a-methyloctahydro-1H-inden-1-yl}-2-methylheptan-2-ol